C[C@@]12C[C@@H](C[C@@H](C=C1)N2C)OC2=CC=C(N=N2)C2=C(C=C(C=C2)N2C=NC=C2)O 2-(6-(((1R,3R,5S)-1,8-dimethyl-8-azabicyclo[3.2.1]oct-6-en-3-yl)oxy)pyridazin-3-yl)-5-(1H-imidazol-1-yl)phenol